2-Chloroquinoline-5-sulfonamide ClC1=NC=2C=CC=C(C2C=C1)S(=O)(=O)N